N[C@@H]1[C@@H]([C@@H](O[C@@H]([C@H]1O)C)OC1C=CC=CC=CC=CCC(OC(CC(C=CCC(CC2(CC(C(C(C1)O2)C(=O)O)O)O)O)O)=O)C)O 21-[(3-Amino-3,6-dideoxy-β-d-mannopyranosyl)oxy]-1,3,7,25-tetrahydroxy-11-methyl-9-oxo-10,27-dioxabicyclo[21.3.1]heptacosa-5,13,15,17,19-pentaene-24-carboxylic acid